2-(2,5-Dioxopyrrolidin-3-yl)-5-fluoroisoindoline-1,3-dione O=C1NC(CC1N1C(C2=CC=C(C=C2C1=O)F)=O)=O